1-(tetrahydro-2H-pyran-4-yl)-[1,2,4]Triazole O1CCC(CC1)N1N=CN=C1